1-(3-(difluoromethoxy)phenyl)-3-isopropyl-4-methyl-N-(3-methyl-1,1-dioxidothietan-3-yl)-1H-indazole-5-carboxamide FC(OC=1C=C(C=CC1)N1N=C(C2=C(C(=CC=C12)C(=O)NC1(CS(C1)(=O)=O)C)C)C(C)C)F